3-(hydroxymethyl)-1-[4-(trifluoromethoxy)phenyl]cyclobutanecarbonitrile OCC1CC(C1)(C#N)C1=CC=C(C=C1)OC(F)(F)F